C(C1=CC=CC=C1)OC1=NC(=CC=C1C1=C(C=C(C=C1)N1CCN(CC1)C(=O)OC(C)(C)C)F)OCC1=CC=CC=C1 tert-butyl 4-[4-(2,6-dibenzyloxy-3-pyridyl)-3-fluoro-phenyl]piperazine-1-carboxylate